(5-amino-1-{6-[(2,6-difluorophenyl)oxy]-4-methylpyridin-3-yl}pyrazol-4-yl)[7-(1-methylazetidin-3-yl)-6,7,8,9-tetrahydro-3H-pyrrolo[3,2-f]isoquinolin-2-yl]methanone NC1=C(C=NN1C=1C=NC(=CC1C)OC1=C(C=CC=C1F)F)C(=O)C1=CC2=C3CCN(CC3=CC=C2N1)C1CN(C1)C